triallyl(acryloylmethyl)ammonium C(C=C)[N+](CC(C=C)=O)(CC=C)CC=C